(2R,4S)-N-(5-(1-amino-3-cyclopropyl-1-(pyridin-4-yl)propyl)-2-fluorophenyl)-4-cyclopropyl-4-hydroxypyrrolidine-2-carboxamide NC(CCC1CC1)(C1=CC=NC=C1)C=1C=CC(=C(C1)NC(=O)[C@@H]1NC[C@@](C1)(O)C1CC1)F